5-(2-chloropyrimidin-4-yl)-4-(4-fluorophenyl)-2-methylthiazole ClC1=NC=CC(=N1)C1=C(N=C(S1)C)C1=CC=C(C=C1)F